[Cu].[Ni].[Sb].[Sn] tin antimony nickel copper